Cl.O1CC[C@@H](C2=CC=CC=C12)N (4S)-chroman-4-amine hydrochloride